C(C)(=O)O[C@@H]1CC[C@H](CC1)C(NC1=NC=CC(=C1N)C1CCN(CC1)C(C1=CC=C(C=C1)OC(F)(F)F)=O)=O (trans)-[4-[[3-amino-4-[1-[4-(trifluoromethoxy)benzoyl]-4-piperidyl]-2-pyridyl]carbamoyl]cyclohexyl] acetate